3-(cyanomethyl)benzoic acid C(#N)CC=1C=C(C(=O)O)C=CC1